BrC1=C(C=NN(C1=O)C)N[C@@H]1C[C@@H](CN(C1)C)C1=CC=C(C=C1)CN1CCC(CC1)C1=CC=C(C=C1)C1C(NC(CC1)=O)=O 3-[4-[1-[[4-[(3R,5R)-5-[(5-bromo-1-methyl-6-oxo-pyridazin-4-yl)amino]-1-methyl-3-piperidyl]phenyl]methyl]-4-piperidyl]phenyl]piperidine-2,6-dione